CO[C@H]1[C@H](C2=CC=C(C=C2C1)B1OC(C(O1)(C)C)(C)C)N(C(OC(C)(C)C)=O)C tert-butyl ((1S,2R)-2-methoxy-5-(4,4,5,5-tetramethyl-1,3,2-dioxaborolan-2-yl)-2,3-dihydro-1H-inden-1-yl)(methyl)carbamate